4-fluoro-1-[3-(3-methoxypyridin-2-yl)propanoyl]-N-{phenyl[4-(propan-2-yl)phenyl]methyl}pyrrolidine-2-carboxamide FC1CC(N(C1)C(CCC1=NC=CC=C1OC)=O)C(=O)NC(C1=CC=C(C=C1)C(C)C)C1=CC=CC=C1